(perfluoro-t-butoxy)aluminum FC(C(C(F)(F)F)(C(F)(F)F)O[Al])(F)F